(R)-benzofuran-2-yl-(8-methyl-3-(3-methyl-1,2,4-thiadiazol-5-yl)-5,6-dihydro-[1,2,4]triazolo[4,3-a]pyrazin-7(8H)-yl)methanone O1C(=CC2=C1C=CC=C2)C(=O)N2[C@@H](C=1N(CC2)C(=NN1)C1=NC(=NS1)C)C